N-(4,4-difluorocyclohexyl)-4-((dimethylamino)methyl)-6-(3-methyl-1H-pyrazol-1-yl)pyrimidin-2-amine FC1(CCC(CC1)NC1=NC(=CC(=N1)CN(C)C)N1N=C(C=C1)C)F